tert-Butyl 3-(7-bromo-4-(trifluoromethoxy)benzo[d]oxazol-2-yl)-3,9-diazabicyclo[3.3.1]nonane-9-carboxylate BrC1=CC=C(C=2N=C(OC21)N2CC1CCCC(C2)N1C(=O)OC(C)(C)C)OC(F)(F)F